C(CCCCCCCCCCCCCCCCC)(=O)NCCCN(C)C stearamidopropyl-dimethyl-amine